CC1(CCC(C2=CC=CC=C12)NC(NCCC(=O)O)=O)C 3-(3-(4,4-dimethyl-1,2,3,4-tetrahydronaphthalen-1-yl)ureido)propanoic acid